ClC=1C(=CC(=C(C1)C1=NNC=C1C=1N=C2C=C(C=NC2=CC1)NCCN1CCN(CC1)C(C)C)F)F 6-[3-(5-chloro-2,4-difluoro-phenyl)-1H-pyrazol-4-yl]-N-[2-(4-isopropylpiperazin-1-yl)ethyl]-1,5-naphthyridin-3-amine